3-(3-(Pyridin-4-yl)-1H-pyrazol-5-yl)-6-(6-(trifluoromethyl)pyridin-3-yl)-1,3-oxazinan-2-one N1=CC=C(C=C1)C1=NNC(=C1)N1C(OC(CC1)C=1C=NC(=CC1)C(F)(F)F)=O